ribosyl-glycinamide C1([C@H](O)[C@H](O)[C@H](O1)CO)NCC(=O)N